3-[(4-Cyanopyridazin-3-yl)sulfanyl]benzoic acid C(#N)C1=C(N=NC=C1)SC=1C=C(C(=O)O)C=CC1